O=C1NC(CCC1N1CC2=CC=C(C=C2C1=O)NS(=O)(=O)C=C)=O N-(2-(2,6-dioxopiperidin-3-yl)-3-oxoisoindolin-5-yl)ethenesulfonamide